(7R,14R)-1-(difluoromethoxy)-11-[4-(methylsulfonyl)phenyl]-6,7-dihydro-7,14-methanobenzimidazo[1,2-b][2,5]benzodiazocin FC(OC1=CC=CC2=CN[C@H]3C=4N(C(=C21)C3)C3=C(N4)C=CC(=C3)C3=CC=C(C=C3)S(=O)(=O)C)F